BrC=1C=2N(C=C(C1Cl)OCC(C)(C)O)N=CC2C#N 4-bromo-5-chloro-6-(2-hydroxy-2-methylpropyloxy)pyrazolo[1,5-a]pyridine-3-carbonitrile